tert-butyl (3S)-3-[6-(3-amino-2-chloro-6-fluoro-phenoxy)-4-oxo-quinazolin-3-yl]-8-azaspiro[4.5]decane-8-carboxylate NC=1C(=C(OC=2C=C3C(N(C=NC3=CC2)[C@H]2CCC3(C2)CCN(CC3)C(=O)OC(C)(C)C)=O)C(=CC1)F)Cl